CC1=C2C(C(=O)OC2=O)=C(C=C1)C 3,6-dimethyl-phthalic anhydride